(3-(cyclopentyloxy)phenyl)methylamine C1(CCCC1)OC=1C=C(C=CC1)CN